(R)-N-(1-(6-(3-Methoxytetrahydrofuran-3-yl)-4-(oxetan-3-ylmethoxy)pyridin-2-yl)-3-methyl-1H-pyrazolo[4,3-c]pyridin-6-yl)acetamide-2,2,2-d3 CO[C@@]1(COCC1)C1=CC(=CC(=N1)N1N=C(C=2C=NC(=CC21)NC(C([2H])([2H])[2H])=O)C)OCC2COC2